4-((4-((3-(dimethylamino)benzyl)(3-methoxybenzyl)amino)pyridin-2-yl)methyl)piperazin-2-one CN(C=1C=C(CN(C2=CC(=NC=C2)CN2CC(NCC2)=O)CC2=CC(=CC=C2)OC)C=CC1)C